sodium difurate O1C(=CC=C1)C(=O)[O-].O1C(=CC=C1)C(=O)[O-].[Na+].[Na+]